N-[3-chloro-4-[[2-[[2-(dimethylamino)acetyl]amino]thiazol-5-yl]methylcarbamoyl]phenyl]-5-(2,3-difluoro-4-methoxy-phenyl)-1-methyl-imidazole-2-carboxamide ClC=1C=C(C=CC1C(NCC1=CN=C(S1)NC(CN(C)C)=O)=O)NC(=O)C=1N(C(=CN1)C1=C(C(=C(C=C1)OC)F)F)C